7-(5-(bis(4-methoxybenzyl)amino)-3-chloro-2-(trifluoromethyl)phenyl)-2-(methylthio)-7,8-dihydro-5H-pyrano[4,3-d]pyrimidin-4-yl trifluoromethanesulfonate FC(S(=O)(=O)OC=1C2=C(N=C(N1)SC)CC(OC2)C2=C(C(=CC(=C2)N(CC2=CC=C(C=C2)OC)CC2=CC=C(C=C2)OC)Cl)C(F)(F)F)(F)F